CC(C(=O)O)C1CN(C2=CC=CN=C2C1)C1=CC=C(C=C1)C(F)(F)F.COC=1C(NC(NC1)=O)=O 5-methoxyuracil methyl-2-(1-(4-(trifluoromethyl)phenyl)-1,2,3,4-tetrahydro-1,5-naphthyridin-3-yl)acetate